N1(CCC1)C[C@@H](C(=O)N[C@@H](CF)C1=CC=CC=C1)C (S)-3-(azetidin-1-yl)-N-((R)-2-fluoro-1-phenylethyl)-2-methylpropanamide